tert-butyl 4-((2R,5S)-5-(4-chlorobenzyl)-2-((methylsulfinyl)methyl)morpholino)-piperidine-1-carboxylate ClC1=CC=C(C[C@@H]2N(C[C@@H](OC2)CS(=O)C)C2CCN(CC2)C(=O)OC(C)(C)C)C=C1